COC=1NC=C(N1)C=O 2-METHOXY-1H-IMIDAZOLE-4-CARBALDEHYDE